NC1=CC=CC(=N1)S(=O)(=O)NC(=O)C=1C(=NC(=CC1)C=1C=NC(=CC1)OC(C)C)N(C)CC1CC1 N-[(6-Amino-2-pyridyl)sulfonyl]-2-[cyclopropylmethyl(methyl)amino]-6-(6-isopropoxy-3-pyridyl)pyridin-3-carboxamid